C(=O)C1=C(C=CC=C1C=1C=NN(C1)C1OCCCC1)NC(C)=O N-{2-formyl-3-[1-(oxan-2-yl)pyrazol-4-yl]phenyl}acetamide